N-(1-(3-bromophenyl)-4,4,4-trifluorobutan-2-yl)-4-(trifluoromethoxy)benzenesulfonamide BrC=1C=C(C=CC1)CC(CC(F)(F)F)NS(=O)(=O)C1=CC=C(C=C1)OC(F)(F)F